C(C)(C)(C)OC(=O)NCC12CC(C1)(C2)NC(=O)C2=CC1=C(OCCC3=C1SC=C3)C=C2C=2C(=NC(=CC2)C(NCCC)=O)C(=O)OC methyl 3-(9-((3-(((tert-butoxycarbonyl)amino)methyl)bicyclo[1.1.1]pentan-1-yl)carbamoyl)-4,5-dihydrobenzo[b]thieno[2,3-d]oxepin-8-yl)-6-(propylcarbamoyl)picolinate